SCCC(=O)NN mercaptopropionyl-hydrazine